(S)-2,3,10-trimethoxy-9-cyclopropyloxy-6,8,13,13a-tetrahydro-5H-dibenzo[a,g]quinolizine COC=1C(=CC2=C([C@@H]3CC4=C(CN3CC2)C(=C(C=C4)OC)OC4CC4)C1)OC